NC(CC(C(=S)O)CC(=O)O)C(=O)O 2-(2-amino-2-carboxyethyl)thiosuccinic acid